BrC1=C(C(=CC(=C1)C(C(F)(F)F)(C(F)(F)F)F)C(F)(F)F)NC(C1=C(C(=CC=C1)N1OCC2=C(C1=O)C=NC=C2)F)=O N-(2-bromo-4-(perfluoropropan-2-yl)-6-(trifluoromethyl)phenyl)-2-fluoro-3-(4-oxo-1,4-dihydro-3H-pyrido[3,4-d][1,2]oxazin-3-yl)benzamide